N-(3-(1,1-difluoroethyl)phenyl)-1-(4-(difluoromethoxy)phenyl)-5-ethoxy-3-methyl-1H-pyrazole-4-carboxamide FC(C)(F)C=1C=C(C=CC1)NC(=O)C=1C(=NN(C1OCC)C1=CC=C(C=C1)OC(F)F)C